(1S,3aS,6aR)-2-(9-acetamido-9H-fluorene-9-carbonyl)-N-((S)-4-hydroxy-3-oxo-1-((S)-2-oxopyrrolidin-3-yl)butan-2-yl)octahydrocyclopenta[c]pyrrole-1-carboxamide C(C)(=O)NC1(C2=CC=CC=C2C=2C=CC=CC12)C(=O)N1[C@@H]([C@H]2[C@@H](C1)CCC2)C(=O)N[C@@H](C[C@H]2C(NCC2)=O)C(CO)=O